BrCCCCNC(OCCCC)=O butyl N-(4-bromobutyl)carbamate